FC=1C(=CC2=C(OCC(N2C(C)C)=O)C1)C(=O)NC1=NC(=CC=C1)C1=NN=CN1C(C)C 7-fluoro-4-isopropyl-N-(6-(4-isopropyl-4H-1,2,4-triazol-3-yl)pyridin-2-yl)-3-oxo-3,4-dihydro-2H-benzo[b][1,4]oxazine-6-carboxamide